Cl.C(C)(C)(C)OC([C@@H](N)CCCCNC(=O)OCC1=CC=CC=C1)=O N'-benzyloxycarbonyl-L-lysine tert-butyl ester hydrochloride